ClC=1C=CC(=NC1OCC1=CC=C(C=C1)C#N)C1=C(C(=C(CC2=NC3=C(N2[C@@H]2COCC2(C)C)C=C(C=C3)C(=O)O)C(=C1)F)F)F (S)-2-(4-(5-chloro-6-((4-cyanobenzyl)oxy)pyridin-2-yl)-2,3,6-trifluorobenzyl)-1-(4,4-dimethyltetrahydrofuran-3-yl)-1H-benzo[d]imidazole-6-carboxylic acid